C(C=C)(=O)OC1=C(C=C(C=C1C(C)(C)CC)C(C)(C)CC)C(C)C1=C(C(=CC(=C1)C(C)(C)CC)C(C)(C)CC)O 2-[1-(2-hydroxy-3,5-di-tert-pentylphenyl) ethyl]-4,6-Di-tert-pentylphenyl acrylate